C(C1=CC=CC=C1)OCCCC1N(C(CC1)=O)[C@H](C(=O)O)C(C)(C)C (2S)-2-[2-(3-benzyloxypropyl)-5-oxo-pyrrolidin-1-yl]-3,3-dimethyl-butanoic acid